2-FLUOROMETHYLACRYLATE FCC(C(=O)[O-])=C